CC1=CN=CC2=CC=CC(=C12)S(=O)(=O)N1CCC2=CC=C(C=C12)C#N 1-[(4-methyl-5-isoquinolinyl)sulfonyl]indoline-6-carbonitrile